C(C)OC(=O)C1=CN(C2=C(C(=C(C=C2C1=O)F)F)F)CC 1-ethyl-4-oxo-6,7,8-trifluoro-1,4-dihydro-quinoline-3-carboxylic acid ethyl ester